[Br-].[Br-].[Br-].C(C(C)C)O[Hf+3] isobutoxyhafnium tribromide